6-methyl-4-(trifluoromethyl)pyridin-2-yl-1,3a,4,5,10,11a-hexahydro-2H-benzo[b]pyrrolo[2,3-f][1,4]diazocine-2,11(3H)-dione CC1=CC(=CC(=N1)N1C(CC2C1C(NC1=C(NC2)C=CC=C1)=O)=O)C(F)(F)F